O=C1N(C(C=C1)=O)CC1CCC(CC1)C(NCCOCCOCCOCCOCCOCCOCCC(=O)O)=O 1-(4-((2,5-dioxo-2,5-dihydro-1H-pyrrol-1-yl)methyl)cyclohexyl)-1-oxo-5,8,11,14,17,20-hexaoxa-2-azatricosan-23-oic acid